ClC=1C=C(C=CC1)CN1C=C(C2=CC=CC=C12)C1CCN(CC1)C(=O)C=1C=CC2=C(NC(CO2)=O)C1 6-[4-[1-[(3-chlorophenyl)methyl]indol-3-yl]piperidine-1-carbonyl]-4H-1,4-benzoxazin-3-one